FC1(CC(C1)C(CC(=O)N[C@@H](CCC)C1=CC(=CC=C1)OC(F)F)O)F 3-(3,3-difluorocyclobutyl)-N-((S)-1-(3-(difluoromethoxy)phenyl)butyl)-3-hydroxypropanamide